BrC1=CC=C(C(=C1)NCCOC(C)C)N 5-bromo-N1-(2-Isopropoxyethyl)benzene-1,2-diamine